(5-bromo-3-pyridinyl)benzimidazole BrC=1C=C(C=NC1)C=1NC2=C(N1)C=CC=C2